2-amino-5-(4-(2-(3,5-difluorophenyl)-2-hydroxyacetamido)-2-methylphenyl)-N-(tetrahydro-2H-pyran-4-yl)nicotinamide NC1=C(C(=O)NC2CCOCC2)C=C(C=N1)C1=C(C=C(C=C1)NC(C(O)C1=CC(=CC(=C1)F)F)=O)C